Cl.COCCN1C(CNCC1)=O 1-(2-methoxyethyl)piperazin-2-one hydrochloride